CC=1N(C(=CC1)C)C1=NC=CC(=C1)OC (2,5-Dimethyl-pyrrol-1-yl)-4-methoxy-pyridin